CC1=C(C=CC=C1C(F)(F)F)[C@@H](C)NC(OC(C)(C)C)=O tert-Butyl (R)-(1-(2-methyl-3-(trifluoromethyl)phenyl)ethyl)carbamate